C1(=CC=C(C=C1)C(=O)Br)C1=CC=C(C=C1)C(=O)Br 1,1'-biphenyl-4,4'-dicarbonyl dibromide